CC1=NC(=C(C=C1S(=O)(=O)N)C=C)NC1=NC=C(C=C1)C(F)(F)F methyl-6-[[5-(trifluoromethyl)-2-pyridyl]amino]-5-vinyl-pyridine-3-sulfonamide